2-amino-5-(pyrimidin-4-yl)benzonitrile NC1=C(C#N)C=C(C=C1)C1=NC=NC=C1